C(C=C)OC1=CC=C(C(=C1C1CC2=NN=C(N2C1)CC#N)Cl)Cl 2-(6-(6-(allyloxy)-2,3-dichlorophenyl)-6,7-dihydro-5H-pyrrolo[2,1-c][1,2,4]triazol-3-yl)-acetonitrile